[(2R)-3-(benzyloxycarbonylamino)-2-fluoro-propyl]methanesulfonate C(C1=CC=CC=C1)OC(=O)NC[C@@H](CCS(=O)(=O)[O-])F